[[4-[5-(3-acetamidophenyl)-2-(2-amino-3-pyridyl)imidazo[4,5-b]pyridin-3-yl]phenyl]methyl]carbamate C(C)(=O)NC=1C=C(C=CC1)C1=CC=C2C(=N1)N(C(=N2)C=2C(=NC=CC2)N)C2=CC=C(C=C2)CNC([O-])=O